(R)-N-(3-(6-(1-hydroxypropyl)-4-methylpyridin-3-yl)-1-methyl-2-oxo-1,2-dihydro-1,6-naphthyridin-7-yl)acetamide O[C@H](CC)C1=CC(=C(C=N1)C=1C(N(C2=CC(=NC=C2C1)NC(C)=O)C)=O)C